2-[9H-fluorene-9-yl-methoxycarbonyl-[2-[2-(methylamino)ethoxy]ethyl]amino]acetic acid C1=CC=CC=2C3=CC=CC=C3C(C12)COC(=O)N(CC(=O)O)CCOCCNC